N-[5-(3-fluorophenoxy)thiazol-2-yl]-3-methyl-tetrahydrofuran-3-carboxamide FC=1C=C(OC2=CN=C(S2)NC(=O)C2(COCC2)C)C=CC1